(3S,6S,10aS)-5-oxo-3-((S)-6-phenyl-4-azaspiro[2.4]heptane-4-carbonyl)decahydropyrrolo[1,2-a]azocin O=C1CCCCC[C@@H]2N1[C@@H](CC2)C(=O)N2C1(CC1)C[C@H](C2)C2=CC=CC=C2